C(C)(C)(C)OC(=O)N1C2CC(CC1CO)C2 3-(hydroxymethyl)-2-azabicyclo[3.1.1]heptane-2-carboxylic acid tert-butyl ester